N(=NC(C#N)(C(C(C)C)C1=CC=C(C=C1)OC)C)C(C#N)(C(C(C)C)C1=CC=C(C=C1)OC)C 2,2'-azobis(4-methoxyphenyl-2,4-dimethylvaleronitrile)